BrC=1C(=C2C(=NC1)N=C(N2)C2=C(N(C(=C2)C)C=2C(=C(C(=O)NCCN(C)C)C=CC2)C)C)N[C@@H]2CN(CC2)S(=O)(=O)CC 3-(3-(6-bromo-7-(((S)-1-(ethyl-sulfonyl)pyrrolidine-3-yl)amino)-1H-imidazo[4,5-b]pyridine-2-yl)-2,5-dimethyl-1H-pyrrol-1-yl)-N-(2-(dimethylamino)ethyl)-2-methylbenzamide